4-amino-7-fluoro-N,3-dimethyl-N-((3S)-6-(1-(trifluoromethyl)-1H-pyrazol-4-yl)-2,3-dihydro-1-benzofuran-3-yl)-3H-pyrazolo-[3,4-c]quinoline-8-carboxamide NC1=NC=2C=C(C(=CC2C2=C1N(N=C2)C)C(=O)N([C@@H]2COC1=C2C=CC(=C1)C=1C=NN(C1)C(F)(F)F)C)F